NC1=C(C([C@H](C(=N1)N1CCC2(CC1)C(C1=C(C=CC(=C1C2)F)F)N)C)=O)SC2=C(C(=NC=C2)N)Cl (S)-6-amino-5-((2-amino-3-chloropyridin-4-yl)thio)-2-(1-amino-4,7-difluoro-1,3-dihydrospiro[indene-2,4'-piperidin]-1'-yl)-3-methylpyridin-4(3H)-one